OB1OCC2=C1C=C(C=C2)C(=O)NCC=2C=CC1=C(B(OC1)O)C2 1-hydroxy-N-((1-hydroxy-1,3-dihydrobenzo[c][1,2]oxaborole-6-yl)methyl)-1,3-dihydrobenzo[c][1,2]oxaborole-6-carboxamide